ClC1=C(C=C(C=C1OC)OC)C1=CC2=C(N=C(N=C2)SC)C(=N1)NCCN1CCN(CC1)C 6-(2-chloro-3,5-dimethoxyphenyl)-N-(2-(4-methylpiperazin-1-yl)ethyl)-2-(methylthio)pyrido[3,4-d]pyrimidine-8-amine